tert-butyl ((1S,2S,3R)-3-((5-amino-2-(1-((2-(trimethylsilyl)ethoxy)methyl)-1H-1,2,4-triazol-3-yl)pyridin-4-yl)amino)-2-hydroxycyclohexyl)carbamate NC=1C(=CC(=NC1)C1=NN(C=N1)COCC[Si](C)(C)C)N[C@H]1[C@@H]([C@H](CCC1)NC(OC(C)(C)C)=O)O